2-(2,2,2-trifluoroethoxyl)-5-nitropyridin FC(COC1=NC=C(C=C1)[N+](=O)[O-])(F)F